C[N+]1=C(C=CC=C1)C=CC1=C(C=CC=C1)C=O N-methyl-2-(2-formylstyryl)pyridinium